CC1=C(C(=O)O)C=CC(=C1[N+](=O)[O-])C 2,4-dimethyl-3-nitrobenzoic acid